P(O)(O)N.CNC dimethylamine phosphoramidite